(S)-5-bromo-6-fluoro-2-(2-hydroxypropan-2-yl)-2,3,4,9-tetrahydro-1H-carbazole-8-carboxamide BrC1=C2C=3CC[C@@H](CC3NC2=C(C=C1F)C(=O)N)C(C)(C)O